[Na+].[Na+].P(=O)([O-])([O-])OC[C@@H]1[C@H]([C@H]([C@@H](O1)N1C(=O)N=C(N)C=C1)O)O cytidine-5'-monophosphate disodium salt